N-(2-(5-(benzyloxy)-2'-chloro-[1,1'-biphenyl]-2-yl)ethyl)acetamide C(C1=CC=CC=C1)OC=1C=CC(=C(C1)C1=C(C=CC=C1)Cl)CCNC(C)=O